5-azaspiro[2.5]octane-6,8-dione C1CC12CNC(CC2=O)=O